(1r,3r)-3-((5-(imidazo[1,2-a]pyridin-6-yl)-4-methoxy-7H-pyrrolo[2,3-d]pyrimidin-2-yl)amino)-1-methylcyclobutan-1-ol N=1C=CN2C1C=CC(=C2)C2=CNC=1N=C(N=C(C12)OC)NC1CC(C1)(O)C